CC1=C(C(=NC=C1)C(=O)OC(COC(CC(CCCCC(CCCCCCCCCCCC)O)O)=O)CO)C(=O)N1[C@@H](CCCC1)COC1=C(C(=CC=C1)O)C=O 1-(3,8-dihydroxyeicosanoyl)glycerol methyl-3-[(2S)-2-(2-formyl-3-hydroxyphenoxymethyl)piperidine-1-carbonyl]pyridine-2-carboxylate